(1R,3S,8R,9R,10R,11S,12R,Z)-8-amino-3-(pyrrolidin-1-ylmethyl)-13-oxa-2-thiabicyclo[7.3.1]tridec-5-ene-10,11,12-triol dihydrochloride Cl.Cl.N[C@@H]1C\C=C/C[C@H](S[C@@H]2[C@@H]([C@H]([C@H]([C@@H]1O2)O)O)O)CN2CCCC2